CN1C=CC2=CC(=CC=C12)CCN1C(OC(=N1)CN1C=NC=2N=CN(C2C1=O)C)=O 3-[2-(1-methylindol-5-yl)ethyl]-5-[(7-methyl-6-oxo-purin-1-yl)methyl]-1,3,4-oxadiazol-2-one